5-(4-(6-acetamidopyridazin-3-yl)butyl)-N-((5-(trifluoromethyl)pyridin-3-yl)methyl)-1,3,4-thiadiazole-2-carboxamide C(C)(=O)NC1=CC=C(N=N1)CCCCC1=NN=C(S1)C(=O)NCC=1C=NC=C(C1)C(F)(F)F